1-(4-((2-aminopyrimidin-4-yl)oxy)-2-fluorophenyl)-3-(3-(tert-butyl)-1-phenyl-1H-pyrazol-5-yl)urea NC1=NC=CC(=N1)OC1=CC(=C(C=C1)NC(=O)NC1=CC(=NN1C1=CC=CC=C1)C(C)(C)C)F